C(C1=CC=CC=C1)N1C2=NC=NC(=C2N=C1C1=CC=C(C=C1)O)OC(C)C 4-(9-Benzyl-6-isopropoxy-9H-purin-8-yl)phenol